6-chloro-1H-benzo[d]imidazole ClC=1C=CC2=C(NC=N2)C1